C1(CC1)CN1C=C(C2=NN(C(C(=C21)C=2C=NC(=CC2)C2CC2)=O)C2=CC1=CN(N=C1C=C2)C)C(=O)NC 5-(cyclopropylmethyl)-4-(6-cyclopropylpyridin-3-yl)-N-methyl-2-(2-methyl-2H-indazol-5-yl)-3-oxo-3,5-dihydro-2H-pyrrolo[3,2-c]pyridazine-7-carboxamide